N-(4-(5-methyloxazol-2-yl)benzyl)pyrazin-2-amine CC1=CN=C(O1)C1=CC=C(CNC2=NC=CN=C2)C=C1